5-chloro-N-(5-chloro-2-(2-methoxyethoxy)benzyl)-N-(5-(N-propylcarbamoyl)-2,3-dihydro-1H-inden-2-yl)benzofuran-2-carboxamide ClC=1C=CC2=C(C=C(O2)C(=O)N(C2CC3=CC=C(C=C3C2)C(NCCC)=O)CC2=C(C=CC(=C2)Cl)OCCOC)C1